2-[3-(ethylsulfonyl)-2-pyridinyl]-5-[(trifluoromethyl)sulfonyl]benzoxazole C(C)S(=O)(=O)C=1C(=NC=CC1)C=1OC2=C(N1)C=C(C=C2)S(=O)(=O)C(F)(F)F